NC1=C2N(C(N(C2=NC=N1)[C@H]1C(CN(CC1)C1CCN(CC1)CC#CC=1C=C2CN(C(C2=CC1)=O)C1C(NC(CC1)=O)=O)(F)F)=O)C1=CC=C(C=C1)OC1=CC=CC=C1 3-(5-{3-[(4R)-4-[6-amino-8-oxo-7-(4-phenoxyphenyl)purin-9-yl]-3,3-difluoro-[1,4'-bipiperidin]-1'-yl]prop-1-yn-1-yl}-1-oxo-3H-isoindol-2-yl)piperidine-2,6-dione